ClCC1=CC=2NC(C(=CC2S1)CC)=O 2-(chloromethyl)-6-ethylthieno[3,2-b]pyridin-5(4H)-one